O1CCN(CC1)C1=NC(=NC=C1)NC1=NC=NC2=CC(=C(C=C12)NC(CCCCCCC(=O)OC)=O)OC methyl 8-((4-((4-morpholinopyrimidin-2-yl) amino)-7-methoxyquinazolin-6-yl) amino)-8-oxooctanoate